C1(CC1)C1=NN(C2=C1N(C(C(=C2)C2CC2)=O)C2=CC(=C(C=C2)S(=O)(=O)C)C)C2OCCCC2 3,6-dicyclopropyl-4-(3-methyl-4-methanesulfonyl-phenyl)-1-tetrahydropyran-2-yl-pyrazolo[4,3-b]pyridin-5-one